C(C)(C)(C)OC(=O)N1CC(CCCC1)(C=O)NC(=O)OC(C)(C)C.[N+](=O)([O-])C=1C=CC(=C(N)C1)NC(C)C 5-nitro-2-(propan-2-ylamino)aniline tert-butyl-3-((tert-butoxycarbonyl)amino)-3-formylazepane-1-carboxylate